FC(C(=O)O)(F)F.FC(C(=O)O)(F)F.C(C)N(CC)CC=1C(=NC(=NC1)NC1=CC(=C(C(=C1)C)C)C)NC=1C=CC2=C(NC(O2)=O)C1 5-(5-((diethylamino)methyl)-2-(3,4,5-trimethylphenylamino)pyrimidin-4-ylamino)benzo[d]oxazol-2(3H)-one ditrifluoroacetate salt